1-(4-fluorophenyl)-2-(prop-1-en-2-yl)-1H-indol-4-amine FC1=CC=C(C=C1)N1C(=CC=2C(=CC=CC12)N)C(=C)C